4-(5-((1R,5S)-8-oxa-3-azabicyclo[3.2.1]oct-3-yl)-3-(1-(tetrahydro-2H-pyran-2-yl)-1H-pyrazol-5-yl)pyrazolo[1,5-a]pyrimidin-7-yl)tetrahydro-2H-pyran-4-ol [C@H]12CN(C[C@H](CC1)O2)C2=NC=1N(C(=C2)C2(CCOCC2)O)N=CC1C1=CC=NN1C1OCCCC1